1,1,1,4,4,4-HEXAFLUOROBUT-2-ENE FC(C=CC(F)(F)F)(F)F